ethylene glycol mono-normal butyl ether C(CCC)OCCO